ethyl 3-{4-methyl-4,7-diazaspiro[2.5]octan-7-yl}cyclobutane-1-carboxylate CN1C2(CC2)CN(CC1)C1CC(C1)C(=O)OCC